2-amino-5-hydroxybenzoate NC1=C(C(=O)[O-])C=C(C=C1)O